C(N)(=N)N1CCC(=CC1)C1=CC=C(C=C1)NC(=O)C1=NC(=CN=C1)C(=O)NC1=CC=C(C=C1)C=1CCN(CC1)C(N)=N N2,N6-bis[4-(1-carbamimidoyl-1,2,3,6-tetrahydropyridin-4-yl)phenyl]pyrazine-2,6-dicarboxamide